ClC=1C(=NC(=NC1)NC1CN(C1)C1=CC=C2C(=NN(C2=C1)C)N1C(CCCC1=O)=O)NC1=CC2=C(N(C(N2CCC(C)(C)O)=O)C)C=C1 [6-[3-[[5-Chloro-4-[[3-(3-hydroxy-3-methyl-butyl)-1-methyl-2-oxo-benzimidazol-5-yl]amino]pyrimidin-2-yl]amino]azetidin-1-yl]-1-methyl-indazol-3-yl]piperidine-2,6-dione